4-hydroxy-1-(4-methoxybenzyl)-1H-pyrazolo[3,4-b]pyridine-5-carbonitrile OC1=C2C(=NC=C1C#N)N(N=C2)CC2=CC=C(C=C2)OC